2-(1-(7,8-dichloro-4-(1H-imidazol-1-yl)naphthalen-2-yl)pyrrolidin-2-yl)acetic acid ClC1=CC=C2C(=CC(=CC2=C1Cl)N1C(CCC1)CC(=O)O)N1C=NC=C1